FC(C=1C=CC=2N(C1)N=CC2)(F)F 6-(Trifluoromethyl)pyrazolo[1,5-a]pyridine